1-(3,5,6-trifluoro-2-pyridinyl)piperidine-4-carboxylic acid FC=1C(=NC(=C(C1)F)F)N1CCC(CC1)C(=O)O